3-(5-(4-((1-(4-(3-(4-fluoro-3-methylphenyl)-7-hydroxychroman-4-yl)phenyl)piperidin-4-yl)methyl)piperazin-1-yl)-1-oxoisoindolin-2-yl)piperidine-2,6-dione FC1=C(C=C(C=C1)C1COC2=CC(=CC=C2C1C1=CC=C(C=C1)N1CCC(CC1)CN1CCN(CC1)C=1C=C2CN(C(C2=CC1)=O)C1C(NC(CC1)=O)=O)O)C